2-[3-[1-(2,6-dioxo-3-piperidyl)-3-methyl-2-oxo-benzimidazol-5-yl]propoxy]acetaldehyde O=C1NC(CCC1N1C(N(C2=C1C=CC(=C2)CCCOCC=O)C)=O)=O